(3-chlorophenyl)(methyl)carbamic acid p-nitrophenyl ester [N+](=O)([O-])C1=CC=C(C=C1)OC(N(C)C1=CC(=CC=C1)Cl)=O